sodium 2,2-dimethylthiobutyrate CC(C(=S)[O-])(CC)C.[Na+]